OC(C\C=C/CCCCCCCC(=O)OC)CCCCCC methyl (Z)-12-hydroxyoctadeca-9-enoate